C(C)(C)(C)OC(=O)N1C[C@@H](CCC1)C(NC1=NN(C2=CC=C(C=C12)C1=C(C=CC(=C1)C(=O)OC)C#N)C(C1=CC=CC=C1)(C1=CC=CC=C1)C1=CC=CC=C1)=O (3R)-3-({5-[2-cyano-5-(methoxycarbonyl)phenyl]-1-trityl-1H-indazol-3-yl}carbamoyl)piperidine-1-carboxylic acid tert-butyl ester